palmitic acid anion C(CCCCCCCCCCCCCCC)(=O)[O-]